1,1,1,3,3,3-Hexafluoropropan-2-yl (±)-1-((2-(trifluoromethyl)pyrimidin-4-yl)carbamoyl)-6-azaspiro[2.5]octan-6-carboxylat FC(C1=NC=CC(=N1)NC(=O)[C@@H]1CC12CCN(CC2)C(=O)OC(C(F)(F)F)C(F)(F)F)(F)F |r|